2'-Chloro-4'-(3-methoxypropoxy)-4,5,5',6'-tetrahydro-2H-spiro[furan-3,8'-pyrano[3,4-b]pyridine] ClC1=CC(=C2C(=N1)C1(OCC2)COCC1)OCCCOC